benzene-dibenzothiophene salt C1=CC=CC=2SC3=C(C21)C=CC=C3.C3=CC=CC=C3